(Z)-3,7,11,15-tetramethyl-hexadec-2-en-1-ol C/C(=C/CO)/CCCC(CCCC(CCCC(C)C)C)C